2,3-dimethoxy-1,5-naphthyridine COC1=NC2=CC=CN=C2C=C1OC